4-((1,4-Dioxane-2-yl)methoxy)-2-(4-bromophenyl)-6-((4-methoxybenzyl)oxy)pyrimidine O1C(COCC1)COC1=NC(=NC(=C1)OCC1=CC=C(C=C1)OC)C1=CC=C(C=C1)Br